C1(CC1)CCN(C1=C2CN(C(C2=CC=C1)=O)C1C(NC(CC1)=O)=O)C1CCC(CC1)N[C@@H]1[C@H](C1)C(F)(F)F 3-(4-((2-cyclopropylethyl)(4-(((1S,2S)-2-(trifluoromethyl)cyclopropyl)amino)cyclohexyl)amino)-1-oxoisoindolin-2-yl)piperidine-2,6-dione